α-naphthylalanine C[C@@](C1=CC=CC2=CC=CC=C21)(C(=O)O)N